CC=1C(=NC(=NC1)C(F)(F)F)N1N=CC(=C1)CNC(OC(C)(C)C)=O tert-Butyl ((1-(5-methyl-2-(trifluoromethyl)pyrimidin-4-yl)-1H-pyrazol-4-yl)methyl)carbamate